sodium (methyl) sulfate S(=O)(=O)(OC)[O-].[Na+]